C(C)(C)N(CC(O)C1=CNC2=C1C(=NC=C2)OC)C 2-(isopropyl-(methyl)amino)-1-(4-methoxy-1H-pyrrolo[3,2-c]pyridin-3-yl)ethan-1-ol